(±)-4-(2-((5-methoxy-7-methyl-1H-indol-4-yl)methyl)-2-azaspiro[3.3]heptan-1-yl)benzoic acid COC=1C(=C2C=CNC2=C(C1)C)CN1[C@@H](C2(C1)CCC2)C2=CC=C(C(=O)O)C=C2 |r|